ethyl 4-((1-(hydroxymethyl)cyclopentyl)amino)-2-((1-isopropyl-1H-pyrazolo[4,3-c]pyridin-6-yl)amino)pyrimidine-5-carboxylate OCC1(CCCC1)NC1=NC(=NC=C1C(=O)OCC)NC1=CC2=C(C=N1)C=NN2C(C)C